diethoxyphosphoryloxy methanesulfonate CS(=O)(=O)OOP(=O)(OCC)OCC